COC(=O)C=1C=CC2=C(N(C(=N2)CC2=CC=C(C=3OCOC32)Br)CC3OCC3)C1 2-((7-bromobenzo[d][1,3]dioxolan-4-yl)methyl)-1-(oxetan-2-ylmethyl)-1H-benzo[d]imidazole-6-carboxylic acid methyl ester